ethyl (E)-3-(7-morpholino-5-(3-(m-tolyl)-1H-pyrazol-1-yl) pyrazolo[1,5-a]pyrimidin-2-yl)acrylate O1CCN(CC1)C1=CC(=NC=2N1N=C(C2)/C=C/C(=O)OCC)N2N=C(C=C2)C=2C=C(C=CC2)C